N-(1-((1s,3s)-3-ethoxycyclobutyl)-3-(4-fluoropyridin-2-yl)-1H-pyrazol-4-yl)-5-(1H-pyrazol-4-yl)furan-2-carboxamide C(C)OC1CC(C1)N1N=C(C(=C1)NC(=O)C=1OC(=CC1)C=1C=NNC1)C1=NC=CC(=C1)F